(6s,8r)-6-(4-bromo-2-methoxyphenyl)-7-(2,2-difluoroethyl)-8-methyl-3-(tetrahydro-2H-pyran-2-yl)-6,7,8,9-tetrahydro-3H-pyrazolo[4,3-f]isoquinoline BrC1=CC(=C(C=C1)[C@H]1N([C@@H](CC2=C3C(=CC=C12)N(N=C3)C3OCCCC3)C)CC(F)F)OC